NC=1C=C(C=CC1N)C1=CC(=CC=C1F)CC1=NNC(C2=CC(=C(C=C12)OC)OC)=O 4-((3',4'-diamino-6-fluoro-[1,1'-biphenyl]-3-yl)methyl)-6,7-dimethoxyphthalazin-1(2H)-one